(2s,4r)-4-hydroxy-1-(3-methyl-2-(3-methylisoxazol-5-yl)butanoyl)pyrrolidine-2-carboxylic acid methyl ester COC(=O)[C@H]1N(C[C@@H](C1)O)C(C(C(C)C)C1=CC(=NO1)C)=O